2-(3-(1-(tert-Butoxycarbonyl)piperidine-4-carbonyl)-4-fluoro-1H-pyrrolo[2,3-c]pyridin-1-yl)-5-fluorobenzoic acid C(C)(C)(C)OC(=O)N1CCC(CC1)C(=O)C1=CN(C2=CN=CC(=C21)F)C2=C(C(=O)O)C=C(C=C2)F